benzyl benzylcarbamate C(C1=CC=CC=C1)NC(OCC1=CC=CC=C1)=O